(4-methylenecyclohex-2-enyl)benzene C=C1C=CC(CC1)C1=CC=CC=C1